ClC1=NC=C(C2=CC=C(C=C12)O[C@@H](C(=O)N1CCC(CC1)C(=O)OC)C)C1=C(C=CC=C1)C methyl (R)-1-(2-((1-chloro-4-(o-tolyl)isoquinolin-7-yl)oxy)propanoyl)piperidine-4-carboxylate